4-bromo-2-(2-cyanoacetamido)-5-fluorobenzoic acid methyl ester COC(C1=C(C=C(C(=C1)F)Br)NC(CC#N)=O)=O